(Z)-2-cyano-3-(methylthio)-4-nitrobut-2-enoate C(#N)/C(/C(=O)[O-])=C(\C[N+](=O)[O-])/SC